BrC1=NNC=C1C=1C=C2C=CN(C(C2=CN1)=O)CC=1C=C(C(=O)NCC2CCN(CC2)C)C=C(C1)F 3-((6-(3-Bromo-1H-pyrazol-4-yl)-1-oxo-2,7-naphthyridin-2(1H)-yl)methyl)-5-fluoro-N-((1-methylpiperidin-4-yl)methyl)benzamide